methyl 1-[[1-[(1S)-1-[(2R,4S)-4-hydroxy-2-(methylcarbamoyl)pyrrolidine-1-carbonyl]-2,2-dimethyl-propyl]triazol-4-yl]methyl]piperidine-2-carboxylate O[C@H]1C[C@@H](N(C1)C(=O)[C@H](C(C)(C)C)N1N=NC(=C1)CN1C(CCCC1)C(=O)OC)C(NC)=O